O=CCC1CCN(CC1)C1=CC=C(C=C1)[C@@H]1CN(CC1)C1=CC(=C(C#N)C=C1)C(F)(F)F (r)-4-(3-(4-(4-(2-Oxoethyl)piperidin-1-yl)phenyl)pyrrolidin-1-yl)-2-(trifluoromethyl)-benzonitrile